1'-[1,3-phenylenebis(methylene)]bis{4-[(E)-4-(diethylamino)styryl]-3-methylpyridin-1-ium} dibromide [Br-].[Br-].C1(=CC(=CC=C1)C[N+]1=CC(=C(C=C1)\C=C\C1=CC=C(C=C1)N(CC)CC)C)C[N+]1=CC(=C(C=C1)\C=C\C1=CC=C(C=C1)N(CC)CC)C